((1S,2R)-1-(7-chloro-6-((S)-1-hydroxyethyl)-1,1-dioxido-3,4-dihydro-2H-benzo[b][1,4,5]oxathiazepin-2-yl)-2-(6-fluoro-2,3-dimethylphenyl)propyl)-1,3,4-oxadiazol-2(3H)-one ClC=1C=CC2=C(OCCN(S2(=O)=O)[C@@H]([C@H](C)C2=C(C(=CC=C2F)C)C)N2C(OC=N2)=O)C1[C@H](C)O